CC(C[C@H]1[C@@H](C[C@H]2N(CCC3=CC(=C(C=C23)OC)OCC2=CC=C(C=C2)F)C1)O)(C)C (2R,3R,11bR)-3-(2,2-dimethylpropyl)-9-[(4-fluorophenyl)methoxy]-10-methoxy-1H,2H,3H,4H,6H,7H,11bH-pyrido[2,1-a]isoquinolin-2-ol